C(C)OC(=O)C=1C(=NC2=CC=CN=C2C1N[C@H](CO)CCCC)NCC1=C(C=C(C=C1)OC)OC (S)-2-((2,4-dimethoxybenzyl)amino)-4-((1-hydroxyhex-2-yl)amino)-1,5-naphthyridine-3-carboxylic acid ethyl ester